6-methoxyindoline-1,2-dicarboxylic acid 1-tert-butyl ester C(C)(C)(C)OC(=O)N1C(CC2=CC=C(C=C12)OC)C(=O)O